tert-butyl 4-(2-ethoxy-2-oxoethyl)-4-(1-nitropropyl)piperidine-1-carboxylate C(C)OC(CC1(CCN(CC1)C(=O)OC(C)(C)C)C(CC)[N+](=O)[O-])=O